2-((5-bromopyridin-2-yl)amino)ethan-1-ol tert-butyl-3-((4-((3-chloro-2-fluorophenyl)amino)-7-methoxyquinazolin-6-yl)oxy)azetidine-1-carboxylate C(C)(C)(C)C1N(CC1OC=1C=C2C(=NC=NC2=CC1OC)NC1=C(C(=CC=C1)Cl)F)C(=O)OCCNC1=NC=C(C=C1)Br